NC=1C(=NC(=CN1)C1=C(C=C(C=C1)NC([C@H](O)C1=CC(=CC(=C1)F)F)=O)CC)C(=O)NCC(F)(F)F (R)-3-amino-6-(4-(2-(3,5-difluorophenyl)-2-hydroxyacetamido)-2-ethylphenyl)-N-(2,2,2-trifluoroethyl)pyrazine-2-carboxamide